methyl alpha-hydroxymyristate OC(C(=O)OC)CCCCCCCCCCCC